chloride Iron (II) [Fe+2].[Cl-].[Cl-]